(3S,4S)-4-fluoropiperidin FC1CCNCC1